CC1=NC2=CC=C(C=C2C(=C1)C=1C=NN(C1)C)C(=O)N1CCOCC1 (2-methyl-4-(1-methyl-1H-pyrazol-4-yl)quinolin-6-yl)(morpholino)methanone